tert-butyl 7-methyl-3-(4,4,5,5-tetramethyl-1,3,2-dioxaborolan-2-yl)-1H-indole-1-carboxylate CC=1C=CC=C2C(=CN(C12)C(=O)OC(C)(C)C)B1OC(C(O1)(C)C)(C)C